BrC1=C2C(=[N+](C=C1)[O-])C=C(S2)I 7-bromo-2-iodothieno[3,2-b]pyridine 4-oxide